OCC[NH+](CCO)[O-] bis-(2-hydroxyethyl)amine oxide